1-(2-{[4-(4-methylpiperazin-1-yl)phenyl]amino}-5-[2-(triisopropylsilyl)ethynyl]pyrido[2,3-d]pyrimidin-7-yl)-3-(1,3-oxazol-5-ylmethyl)urea CN1CCN(CC1)C1=CC=C(C=C1)NC=1N=CC2=C(N1)N=C(C=C2C#C[Si](C(C)C)(C(C)C)C(C)C)NC(=O)NCC2=CN=CO2